2-(benzotriazol-2-yl)-6-[[3-(benzotriazol-2-yl)-2-hydroxy-5-(2,4,4-trimethylpentan-2-yl)phenyl]methyl]-4-(2,4,4-trimethylpentan-2-yl)phenol N=1N(N=C2C1C=CC=C2)C2=C(C(=CC(=C2)C(C)(CC(C)(C)C)C)CC2=C(C(=CC(=C2)C(C)(CC(C)(C)C)C)N2N=C1C(=N2)C=CC=C1)O)O